5-Methyl-2-furanacrylate CC1=CC=C(O1)C=CC(=O)[O-]